CC=1SC(=C(N1)C)COC1=CC=CC(=N1)C1=CC(=C(C=C1F)CC=1N(C2=C(N1)C=CC(=C2)C(=O)OC)C[C@H]2OCC2)F methyl 2-[[4-[6-[(2,4-dimethylthiazol-5-yl)methoxy]-2-pyridyl]-2,5-difluoro-phenyl]methyl]-3-[[(2S)-oxetan-2-yl]methyl]benzimidazole-5-carboxylate